COC1=CC=C(C=C1)C[C@@H](C(=O)OC)NC(CCCCCCC(NO)=O)=O methyl (S)-3-(4-methoxyphenyl)-2-(7-hydroxycarbamoyl-heptanoylamino)-propionate